(R)-3-((1R,3R)-1-(3-(2-((3,3-difluoropropyl)amino)ethoxy)-6-fluoro-2-methylphenyl)-3-methyl-1,3,4,9-tetrahydro-2H-pyrido[3,4-b]indol-2-yl)-2-methylpropanoic acid FC(CCNCCOC=1C(=C(C(=CC1)F)[C@H]1N([C@@H](CC2=C1NC1=CC=CC=C21)C)C[C@H](C(=O)O)C)C)F